3,6-dibromo-9-(4-iodophenyl)carbazole BrC=1C=CC=2N(C3=CC=C(C=C3C2C1)Br)C1=CC=C(C=C1)I